C(C)[NH+](CC)CC.C(CCCCCCCCCCCCCCC)(=O)OC[C@@H](O)COP(=O)(O)OCCN 1-Hexadecanoyl-sn-Glycero-3-Phosphoethanolamine, Triethylammonium Salt